3-methyl-1H-pyrazolo[4,3-d]pyrimidine-5,7-diamine CC1=NNC2=C1N=C(N=C2N)N